CC1(C(C1)C1=CC(=C(C=C1F)N1C(C=CC2=CC(=CC=C12)S(=O)(=O)NC1=NOC=C1)=O)OC)C (P)-1-(4-(2,2-DIMETHYLCYCLOPROPYL)-5-FLUORO-2-METHOXYPHENYL)-N-(ISOXAZOL-3-YL)-2-OXO-1,2-DIHYDROQUINOLINE-6-SULFONAMIDE